2-methyl-4-(4-tertbutylphenyl)-5-methoxy-6-tert-butylindenyl-zirconium dichloride [Cl-].[Cl-].CC=1C(C2=CC(=C(C(=C2C1)C1=CC=C(C=C1)C(C)(C)C)OC)C(C)(C)C)[Zr+2]